CC(CC1=C(N)C=CC=C1)C 2-(2-methylpropyl)aniline